CCCCCCCCC(CCCCCCCC)OC(CCCCCCCN(CCCCCCCC(=O)OCCCCCCCCC)CCCCl)=O.NCCCN(CCCCCCCC(=O)OC(CCCCCCCC)CCCCCCCC)CCCCCCCC(=O)OCCCCCCCCC Heptadecan-9-yl 8-((3-aminopropyl)(8-(nonyloxy)-8-oxooctyl)amino)octanoate Heptadecan-9-yl-8-((3-chloropropyl)(8-(nonyloxy)-8-oxooctyl)amino)octanoate